CN1C(C(CC2=CC=CC(=C12)OC1=CC=CC=C1)CC(=O)N)=O 2-(1-methyl-2-oxo-8-phenoxy-1,2,3,4-tetrahydroquinolin-3-yl)acetamide